N-(isoxazol-3-ylmethyl)picolinamide O1N=C(C=C1)CNC(C1=NC=CC=C1)=O